1-methylhexahydropyrimidin-2-one CN1C(NCCC1)=O